ClC1=C(C=CC(=C1)C#N)NC(=O)N1CCC(CC1)N1CC(C1)(N1N=CC(=C1)C1=C2C(=NC=C1)NC=C2)CC#N N-(2-chloro-4-cyanophenyl)-4-{3-(cyanomethyl)-3-[4-(1H-pyrrolo[2,3-b]pyridin-4-yl)-1H-pyrazol-1-yl]azetidin-1-yl}piperidine-1-carboxamide